CCN(CC)CCO The molecule is a member of the class of ethanolamines that is aminoethanol in which the hydrogens of the amino group are replaced by ethyl groups. It is a member of ethanolamines, a tertiary amino compound and a primary alcohol. It derives from an ethanolamine. It derives from a hydride of a triethylamine.